1-(3-chloro-4-mercaptopyridin-2-yl)azetidine-3-carbonitrile ClC=1C(=NC=CC1S)N1CC(C1)C#N